2-(6-(7-(1-methyl-1H-pyrazol-4-yl)imidazo[1,2-b]pyridazin-3-yl)pyridin-3-yl)-N-(5-(1,1,1-trifluoro-2-methylpropan-2-yl)isoxazol-3-yl)acetamide CN1N=CC(=C1)C1=CC=2N(N=C1)C(=CN2)C2=CC=C(C=N2)CC(=O)NC2=NOC(=C2)C(C(F)(F)F)(C)C